4-((4-(5-(2,4-difluorophenoxy)-2,2-dimethylpentanoyl)-2-methylpiperazin-1-yl)sulfonyl)benzoic acid FC1=C(OCCCC(C(=O)N2CC(N(CC2)S(=O)(=O)C2=CC=C(C(=O)O)C=C2)C)(C)C)C=CC(=C1)F